tert-butyl [(2R)-1-{(3R)-2'-[6-amino-5-(trifluoromethyl)pyridin-3-yl]-5',6'-dihydrospiro[pyrrolidine-3,4'-pyrrolo[1,2-b]pyrazol]-1-yl}-1-oxopropan-2-yl]methylcarbamate NC1=C(C=C(C=N1)C=1C=C2N(N1)CC[C@]21CN(CC1)C([C@@H](C)N(C(OC(C)(C)C)=O)C)=O)C(F)(F)F